4-(4-Bromo-2-methoxyphenyl)butanoic acid BrC1=CC(=C(C=C1)CCCC(=O)O)OC